NC=1C2=C(N(C(N1)=O)C1=C(C(=CC=C1)O)C)N=C(C=C2)C2CC2 4-amino-7-cyclopropyl-1-(3-hydroxy-2-methylphenyl)pyrido[2,3-d]pyrimidin-2(1H)-one